N-methyl-4-dodecyl-N-octadecyl-anilinium [tetrakis(perfluorophenyl) borate] FC1=C(C(=C(C(=C1F)F)F)F)[B-](C1=C(C(=C(C(=C1F)F)F)F)F)(C1=C(C(=C(C(=C1F)F)F)F)F)C1=C(C(=C(C(=C1F)F)F)F)F.C[NH+](C1=CC=C(C=C1)CCCCCCCCCCCC)CCCCCCCCCCCCCCCCCC